ClC=1C=C(C=C(C1)NS(=O)(=O)C)NC(=O)C1=CN(C(=C1)C)C1=NC=C(C=C1)N1CC(C1)F N-(3-chloro-5-(methylsulfonamido)phenyl)-1-(5-(3-fluoroazetidin-1-yl)pyridin-2-yl)-5-methyl-1H-pyrrole-3-carboxamide